4-[4-(4-chlorophenyl)-5-[2-(trifluoromethyl)phenyl]pyrazol-1-yl]-N-(2-morpholinoethyl)-benzamide hydrochloride Cl.ClC1=CC=C(C=C1)C=1C=NN(C1C1=C(C=CC=C1)C(F)(F)F)C1=CC=C(C(=O)NCCN2CCOCC2)C=C1